CC(CC1=NN=C(S1)NS(=O)=O)C.[Na] sodium N-[5-(2-methylpropyl)-1,3,4-thiadiazol-2-yl]sulfonamide